9-[[2-hydroxyL-(hydroxymethyl)ethoxy]methyl]guanine OC(COCN1C=2N=C(NC(C2N=C1)=O)N)CO